2-(3-chlorophenyl)-2,2-difluoro-1-phenylethyl ((S)-3-(1-ethyl cyclopropyl)-1-(((S)-1-hydroxy-3-((S)-2-oxopyrrolidin-3-yl)propan-2-yl)amino)-1-oxopropan-2-yl)carbamate C(C)C1(CC1)C[C@@H](C(=O)N[C@H](CO)C[C@H]1C(NCC1)=O)NC(OC(C(F)(F)C1=CC(=CC=C1)Cl)C1=CC=CC=C1)=O